C(C)(C)(C)OC(CCCOC=1C=C(CN2CCCC23CCN(CC3)C(=O)OC(C(F)(F)F)C(F)(F)F)C=C(C1)Cl)=O 1,1,1,3,3,3-hexafluoropropan-2-yl 1-(3-(4-(tert-butoxy)-4-oxobutoxy)-5-chlorobenzyl)-1,8-diazaspiro[4.5]decane-8-carboxylate